NC=1C(=NN(C(C1Cl)=O)CC1=CC=CC=C1)/C=C/C(=O)OCC ethyl (E)-3-(4-amino-1-benzyl-5-chloro-6-oxo-1,6-dihydropyridazin-3-yl)acrylate